zinc-manganese hydroxide [OH-].[Mn+2].[Zn+2].[OH-].[OH-].[OH-]